N-[4-(aminomethyl)phenyl]-1,1-difluoro-methanesulfonamide NCC1=CC=C(C=C1)NS(=O)(=O)C(F)F